1-hydroxy-1,6-dihydroxynaphthalene OC1(CC=CC2=CC(=CC=C12)O)O